4-(tert-butyl)piperidine hydrochloride Cl.C(C)(C)(C)C1CCNCC1